sodium thio (arsenite) [As]1(OSO1)[O-].[Na+]